C(C)(C)(C)OC(CN1C(C2=CC=C(C=C2CC1)OC1=CC=CC=C1)=O)=O 2-(1-oxo-6-phenoxy-3,4-dihydroisoquinolin-2-yl)acetic acid tert-butyl ester